BrC1=C(C=C2C(C(=CN(C2=C1)C(C)C)C1=C(C=CC=C1F)Cl)=O)F 7-bromo-3-(2-chloro-6-fluorophenyl)-6-fluoro-1-isopropylquinolin-4(1H)-one